C1(=CC=CC=C1)C=1OC2=C(C1)C(=CC=C2)C=2C1=CC=CC=C1C(=C1C=CC=CC21)C2=CC=CC=C2 2-phenyl-4-(10-phenylanthracen-9-yl)-1-benzofuran